N(=C=O)CC(=O)OC methyl (S)-(-)-2-isocyanatoacetate